FC(C(=O)OCC)(CC(CC1=CC=CC=C1)I)F ethyl 2,2-difluoro-4-iodo-5-phenylpentanoate